1-(4-n-butylphenyl)-2-(4-methoxyphenyl)acetylene tert-butyl-((2R,4S,5S)-2-((S)-1-(4-fluorophenyl)-1,2,3,4-tetrahydroisoquinoline-2-carbonyl)-5-hydroxytetrahydro-2H-pyran-4-yl)carbamate C(C)(C)(C)N(C(O)=O)[C@H]1C[C@@H](OC[C@H]1O)C(=O)N1[C@H](C2=CC=CC=C2CC1)C1=CC=C(C=C1)F.C(CCC)C1=CC=C(C=C1)C#CC1=CC=C(C=C1)OC